N-[Trans-(7RS,9RS)-3-cyclopropyl-5-(2-methylpropylsulfamoyl)-9-[(6-methylpyridazin-3-yl)amino]-8,9-dihydro-7H-cyclopenta[h]isochinolin-7-yl]pyridin-3-carboxamid C1(CC1)C=1N=CC2=C3C(=CC(=C2C1)S(NCC(C)C)(=O)=O)[C@@H](C[C@H]3NC=3N=NC(=CC3)C)NC(=O)C=3C=NC=CC3 |r|